NC1=C(C=CC=C1)CCCC1=C(C=CC=C1)CCCC1=C(C=CC=C1)N bis[(aminophenyl)propyl]benzene